[C@H]12CN(C[C@H](CC1)N2)C2=NC(=NC1=C(C(=C(C=C21)F)C2=CC(=CC1=CC=C(C(=C21)C#C)F)O)F)OC[C@]21CCCN1C[C@@H](C2)F 4-(4-((1R,5S)-3,8-diazabicyclo[3.2.1]octan-3-yl)-6,8-difluoro-2-(((2R,7aS)-2-fluorotetrahydro-1H-pyrrolizin-7a(5H)-yl)methoxy)quinazolin-7-yl)-5-ethynyl-6-fluoronaphthalen-2-ol